OCC=1C(=CC2=CN(N=C2C1)CCOC)NC(=O)C1=NC(=CC=C1)C(F)(F)F N-[6-(hydroxymethyl)-2-(2-methoxyethyl)-2H-indazol-5-yl]-6-(trifluoromethyl)pyridine-2-carboxamide